dimethyl-(5,5'-methylene dianthranilate) CN(C=1C(C(=O)[O-])=CC(=CC1)CC1=CC=C(C(C(=O)[O-])=C1)N)C